NC=1C2=CC=CC=C2C=2C=CC=CC2C1N 9,10-diaminophenanthrene